(1,2-dioleoyloxypropyl)-N,N,N-trimethylammonium chloride [Cl-].C(CCCCCCC\C=C/CCCCCCCC)(=O)OC(C(C)OC(CCCCCCC\C=C/CCCCCCCC)=O)[N+](C)(C)C